Cl.N[C@H]1CN(CC[C@@H]2N(C1=O)[C@@H](CC2)C(=O)N[C@@H]2CCOC1=CC=CC=C21)[C@H](C(F)(F)F)C (5S,8S,10aR)-5-amino-N-((R)-chroman-4-yl)-6-oxo-3-((S)-1,1,1-trifluoropropan-2-yl)decahydropyrrolo[1,2-a][1,5]diazocine-8-carboxamide hydrochloride